benzyl (1R,5S)-3-(oxetan-3-yl)-2-oxo-3,6-diazabicyclo[3.1.1]heptane-6-carboxylate O1CC(C1)N1C([C@@H]2N([C@H](C1)C2)C(=O)OCC2=CC=CC=C2)=O